ClC1=CC=C(C=C1)C(C)N1C(C(CC1)N1CCC(CC1)C1=CC2=C(NC(O2)=O)C=C1)=O 6-(1-(1-(1-(4-chlorophenyl)ethyl)-2-oxopyrrolidin-3-yl)piperidin-4-yl)benzo[d]oxazol-2(3H)-one